tetrahydro-4H-pyrrolo[3,2-c]pyridin N1CCC2CN=CC=C21